FC(C=1C(=NC=CC1)C(=O)C=1C=C(NC1)C(=O)O)(F)F 4-(3-(trifluoromethyl)picolinoyl)-1H-pyrrole-2-carboxylic acid